(R)-2-METHYLHEPT-6-ENOIC ACID C[C@@H](C(=O)O)CCCC=C